6-(Tert-butyl)-5-methoxy-2-methyl-4-phenyl-1-indanone C(C)(C)(C)C1=C(C(=C2CC(C(C2=C1)=O)C)C1=CC=CC=C1)OC